C(C)C1(NC(N(C(C1)=O)CC=1C=C(C(=O)NC2C(C(OC3=CC=CC=C23)(C)C)(C)O)C=CC1)=N)CC 3-[(4,4-diethyl-2-imino-6-oxo-hexahydropyrimidin-1-yl)methyl]-N-(3-hydroxy-2,2,3-trimethyl-chroman-4-yl)benzamide